C(C(C)C)N(C(=O)NC(C(=O)O)CCN(CCCCC1=NC=2NCCCC2C=C1)CCOC(C)C)C(C)C 2-[[isobutyl(isopropyl)carbamoyl]amino]-4-[2-isopropoxyethyl-[4-(5,6,7,8-tetrahydro-1,8-naphthyridin-2-yl)butyl]amino]butanoic acid